benzyl (1R,5S,6r)-6-((bis(tert-butoxycarbonyl) amino) methyl)-3-azabicyclo[3.1.0]hexane-3-carboxylate C(C)(C)(C)OC(=O)N(C(=O)OC(C)(C)C)CC1[C@H]2CN(C[C@@H]12)C(=O)OCC1=CC=CC=C1